CO[C@@H]1CC[C@H](CC1)C1C2(CC2(CN1)C(F)(F)F)C(=O)N (trans-4-methoxycyclohexyl)-5-(Trifluoromethyl)-3-azabicyclo[3.1.0]hexane-1-carboxamide